bis(1,4-dimethoxyindenyl)zirconium dichloride [Cl-].[Cl-].COC1C(=CC2=C(C=CC=C12)OC)[Zr+2]C=1C(C2=CC=CC(=C2C1)OC)OC